OCCN(C1=CC2=C(N(C(=N2)CC[C@@H](C(=O)OCC)NC([C@H](CC2=CC=C(C=C2)F)NC(=O)OC(C)(C)C)=O)C)C=C1)CCO ethyl (2S)-4-[5-[bis(2-hydroxyethyl)amino]-1-methyl-benzimidazol-2-yl]-2-[[(2S)-2-(tert-butoxycarbonylamino)-3-(4-fluorophenyl)propanoyl]amino]butanoate